COC(=O)C1N(CCN(C1)C=1N=NC(=CC1)OCC=1C(=NOC1C)C1=CC=C(C=C1)F)CCN.FC1=CC=C(C=C1)C#CC1=CC=C(C=C1)F 1,2-bis(4-fluorophenyl)acetylene methyl-1-(2-aminoethyl)-4-(6-((3-(4-fluorophenyl)-5-methylisoxazol-4-yl)methoxy)pyridazin-3-yl)piperazine-2-carboxylate